FC=1C=C(C=CC1)[C@H]1COC2=C(CN1C(=O)C1(CCOCC1)C)C=CC(=C2)C(=O)NO (S)-3-(3-fluorophenyl)-N-hydroxy-4-(4-methyltetrahydro-2H-pyran-4-carbonyl)-2,3,4,5-tetrahydrobenzo[f][1,4]oxazepine-8-carboxamide